2,3-toluenediamine CC1=C(C(=CC=C1)N)N